2-amino-N-tert-butoxycarbonyl-4-(8-ethyl-5,8-diazaspiro[2.5]octane-5-yl)aniline NC1=C(NC(=O)OC(C)(C)C)C=CC(=C1)N1CC2(CC2)N(CC1)CC